2-bromo-1-(6-methoxy-2-methylpyridin-3-yl)ethan-1-one BrCC(=O)C=1C(=NC(=CC1)OC)C